(2R)-benzyl 2-((4-(tert-butyl)phenyl)(2-(4-methylpiperazin-1-yl)-2-oxo-1-(pyridin-3-yl)ethyl)carbamoyl)pyrrolidine-1-carboxylate C(C)(C)(C)C1=CC=C(C=C1)N(C(=O)[C@@H]1N(CCC1)C(=O)OCC1=CC=CC=C1)C(C(=O)N1CCN(CC1)C)C=1C=NC=CC1